C1(CCC1)C1=NOC=C1C(=O)N[C@H](C(NC1=CC2=C(C=N1)C1(CCOCC1)C(N2)=O)=O)C2CCC(CC2)C 3-cyclobutyl-N-{(1S)-1-(4-methylcyclohexyl)-2-oxo-2-[(2-oxospiro[1H-pyrrolo[3,2-c]-pyridin-3,4'-tetrahydropyran]-6-yl)amino]ethyl}isoxazole-4-carboxamide